N-((5-(tert-Butyl)-2-isopropoxyphenyl)sulfonyl)-6-cyclopropyl-4-fluorobenzofuran-2-carboxamide C(C)(C)(C)C=1C=CC(=C(C1)S(=O)(=O)NC(=O)C=1OC2=C(C1)C(=CC(=C2)C2CC2)F)OC(C)C